FCCOC=1C(=NC(=NC1OC)N)OC 5-(2-fluoroethoxy)-4,6-dimethoxy-pyrimidin-2-amine